C(C)(C)(C)C1N(CCC(C1)OC=1C=C2C(=NC=NC2=CC1OC)C1=CC=C(C=C1)NC(CC1=CC=C(C=C1)C(F)(F)F)=O)C(=O)[O-].FC1=C(C(=C(C(=C1C1=C2C=CC(C(=C3C=CC(=C(C=4C=CC(=C(C5=CC=C1N5)C5=C(C(=C(C(=C5F)F)F)F)F)N4)C4=C(C(=C(C(=C4F)F)F)F)F)N3)C3=C(C(=C(C(=C3F)F)F)F)F)=N2)F)F)F)F.[Pt+2].C(C)(C)(C)C2N(CCC(C2)OC=2C=C3C(=NC=NC3=CC2OC)C2=CC=C(C=C2)NC(CC2=CC=C(C=C2)C(F)(F)F)=O)C(=O)[O-] platinum (II) tetra(pentafluorophenyl)porphin tert-butyl-4-((7-methoxy-4-(4-(2-(4-(trifluoromethyl)phenyl)acetamido)phenyl)quinazolin-6-yl)oxy)piperidin-1-carboxylate